[K+].[N+](=O)([O-])[O-].[K+].[N+](=O)([O-])[O-] potassium nitrate, kalium salt